{3-[(cyclopropylmethyl-amino)-(4-propoxy-phenyl)-methyl]-phenyl}-amide C1(CC1)CNC(C=1C=C(C=CC1)[NH-])C1=CC=C(C=C1)OCCC